NC=1C=2N(C=CN1)C(=NC2C2=CC=C(C=C2)CNC(C2=C(C=CC(=C2)F)OC)=O)C2(CCC(CC2)(C(=O)OC)C)C methyl (1s,4s)-4-(8-amino-1-(4-((5-fluoro-2-methoxybenzamido)methyl)phenyl)imidazo[1,5-a]pyrazin-3-yl)-1,4-dimethylcyclohexane-1-carboxylate